The molecule is an organic anion resulting from the deprotonation of the enol moiety of nocamycin I. The major species at pH 7.3. It has a role as a bacterial metabolite. It is a conjugate base of a nocamycin I. C[C@H]1[C@H]2C(=O)C[C@]3([C@@](O2)([C@H]([C@H](O3)C)C(=O)OC)O[C@@H]1[C@H](C)/C=C(\\C)/C=C/C(=C\\4/C(=O)CNC4=O)/[O-])C